C(C)(CCC)C1=C(C=CC(=C1)Br)O sec-Amyl-p-Bromophenol